8-((4-methoxybenzyl)(methyl)amino)imidazo[1,2-b]pyridazine-3-carboxamide COC1=CC=C(CN(C=2C=3N(N=CC2)C(=CN3)C(=O)N)C)C=C1